cis-9-hexadecenyl alcohol C(CCCCCCC\C=C/CCCCCC)O